Carbyne C#*